Undecane-9-carboxamidine CCCCCCCCC(CC)C(=N)N